ClC=1SC2=C(N1)C=CC(=C2C(=O)N[C@H]2[C@H](CC2)C(=O)O)OC (1S,2R)-2-(2-chloro-6-methoxybenzo[d]thiazole-7-carboxamido)cyclobutane-1-carboxylic acid